N12NNNCCCC(CCCCCC1)CC2 tetraazabicyclo(6.6.2)hexadecane